[Cl-].C[NH+](CCCCCCCCCCCCCCCCCCCCCC)C dimethyl-behenyl-ammonium chloride